S1C=C(C=C1)C1=CN=C2N1C=C(N=C2)C2=CC=C(C=C2)CO [4-[3-(3-thienyl)imidazo[1,2-a]pyrazin-6-yl]phenyl]methanol